NCCNC1=CC=CC=C1 aminoethyl-aniline